[Mn].N1N=NC=C1.N1N=NC=C1 bistriazole manganese